N1C(CC1)COC=1C=CC(=C(C(=O)NC2(CC2)C2=C3C=CC=NC3=CC(=C2)C2=CC(=C(C=C2)F)Cl)C1)C 5-(Azetidin-2-ylmethoxy)-N-(1-(7-(3-chloro-4-fluorophenyl)quinolin-5-yl)cyclopropyl)-2-methylbenzamide